2-[6-(7-Methyl-2,7-diazaspiro[4.4]nonan-2-yl)[1,3]thiazolo[4,5-c]pyridazin-3-yl]-5-(1H-pyrazol-4-yl)phenol-Dihydrochlorid Cl.Cl.CN1CC2(CCN(C2)C=2SC3=C(N=NC(=C3)C3=C(C=C(C=C3)C=3C=NNC3)O)N2)CC1